ClC1=C(C=CC(=C1)Cl)C=1CCCC2=C(C1C1=CC=C(C=C1)C(C1CN(C1)CCCF)OCC)C=CC(=C2)C(=O)O 8-(2,4-dichlorophenyl)-9-(4-(ethoxy(1-(3-fluoropropyl)azetidin-3-yl)methyl)phenyl)-6,7-dihydro-5H-benzo[7]annulene-3-carboxylic Acid